2-((3,5-dicyano-6-((2-((cis)-3,4-dihydroxypyrrolidin-1-yl)-2-oxoethyl)(methyl)amino)-4-ethylpyridin-2-yl)thio)-2-phenylacetamide C(#N)C=1C(=NC(=C(C1CC)C#N)N(C)CC(=O)N1C[C@H]([C@H](C1)O)O)SC(C(=O)N)C1=CC=CC=C1